C(C)(C)(C)C1=NN(C(=C1)NC(=O)N1N(CCC1)C1=NC=C(C=C1)C(F)(F)F)C N-(3-(tert-butyl)-1-methyl-1H-pyrazol-5-yl)-2-(5-(trifluoromethyl)pyridin-2-yl)pyrazolidine-1-carboxamide